DL-p-chlorobenzene ClC1=CC=CC=C1